ClC=1C=C(NC(CC)=O)C=CC1Cl 3,4-dichloro-N-propionylaniline